1-Ethyl-2-{3-[(6-methylpyridin-3-yl)amino]prop-1-yn-1-yl}-1H-indole-5-carbaldehyde C(C)N1C(=CC2=CC(=CC=C12)C=O)C#CCNC=1C=NC(=CC1)C